N-methyltetrahydrofuran-2-carboxamide CNC(=O)C1OCCC1